2'-nitro-[1,1'-biphenyl]-4-carboxylic acid [N+](=O)([O-])C1=C(C=CC=C1)C1=CC=C(C=C1)C(=O)O